FC1=C(C2=C(C=C(C=C2C=C1)O[Si](C(C)C)(C(C)C)C(C)C)B1OC(C(O1)(C)C)(C)C)CCCOC1CN(CCCC1)C(=O)OC(C)(C)C tert-butyl 3-{3-[2-fluoro-8-(4,4,5,5-tetramethyl-1,3,2-dioxaborolan-2-yl)-6-[(triisopropylsilyl)oxy]naphthalen-1-yl]propoxy}azepane-1-carboxylate